NC1(CCNCC1)C(=O)N 4-aminopiperidine-4-carboxamide